9,9',9''-(4-(3-(2,2'',6,6''-tetraphenyl-[4,2':6',4''-terpyridin]-4'-yl)phenyl)pyridine-2,3,5-triyl)tris(3,6-dimethyl-9H-carbazole) C1(=CC=CC=C1)C1=NC(=CC(=C1)C1=NC(=CC(=C1)C=1C=C(C=CC1)C1=C(C(=NC=C1N1C2=CC=C(C=C2C=2C=C(C=CC12)C)C)N1C2=CC=C(C=C2C=2C=C(C=CC12)C)C)N1C2=CC=C(C=C2C=2C=C(C=CC12)C)C)C1=CC(=NC(=C1)C1=CC=CC=C1)C1=CC=CC=C1)C1=CC=CC=C1